ClC1=CC=C(C=C1)N1N=C(C=C1)O 1-(4-chlorophenyl)-3-pyrazolyl alcohol